C(#N)C=1C(=C(C(=O)NC=2C=C3C(=NNC3=CC2)C2=COC=C2)C(=CC1)C)F 3-cyano-2-fluoro-N-(3-(furan-3-yl)-1H-indazol-5-yl)-6-methylbenzamide